3-(4-Hydroxy-3,5-dimethylphenyl)-1,4,2-dioxazol-5-one OC1=C(C=C(C=C1C)C1=NOC(O1)=O)C